4-fluoro-2-(((3-(4-(hydroxymethyl)-2-pyridyl)imidazo[1,2-b]pyridazin-6-yl)amino)methyl)phenol FC1=CC(=C(C=C1)O)CNC=1C=CC=2N(N1)C(=CN2)C2=NC=CC(=C2)CO